2-(2-Bromo-4-pyridyl)acetic acid BrC1=NC=CC(=C1)CC(=O)O